ClC=1N=CC(=NC1)C(C)N1C(C=2N([C@@H](C1)C)N=C1C2CN([C@@H](C1)C)C(C1=CC(=C(C=C1)Cl)Cl)=O)=O (3R,7R)-9-(1-(5-chloropyrazin-2-yl)ethyl)-2-(3,4-dichlorobenzoyl)-3,7-dimethyl-1,2,3,4,8,9-hexahydropyrido[4',3':3,4]pyrazolo[1,5-a]pyrazin-10(7H)-one